[Br-].C(C(=C)C)(=O)C1=[N+](C=CC=C1)CCCCCCCCCCCC methacrylyl-dodecylpyridinium bromide